monophenol oxygen [O].C1(=CC=CC=C1)O